Bis(tert-butylamine) tungsten [W].C(C)(C)(C)N.C(C)(C)(C)N